[NH4+].C(CCCCCCC\C=C/CCCCCCCC)(=O)N(C)CC(=O)O N-oleoyl-sarcosine ammonium